phosphane gold [Au].P